[N+](=O)([O-])C1=NC=CC=C1OC1(CN(C1)C(=O)OC(C)(C)C)C(=O)OC 1-(tert-butyl) 3-methyl 3-((2-nitropyridin-3-yl)oxy)azetidine-1,3-dicarboxylate